2'-chloro-6-fluoro-5-(2-methoxyethoxy)-4'-methyl-5'-(2-oxo-1-phenylethyl)-[1,1'-biphenyl]-2-carbonitrile ClC1=C(C=C(C(=C1)C)C(C=O)C1=CC=CC=C1)C=1C(=CC=C(C1F)OCCOC)C#N